ClC1=C(OCC2=CC=CC(=N2)CC2CCN(CC2)CC2=NC3=C(N2CC2=CN=CN2CC)C=C(C=C3)C(=O)O)C=CC(=C1)C 2-{[4-({6-[(2-chloro-4-methylphenoxy)methyl]pyridin-2-yl}methyl)piperidin-1-yl]methyl}-1-[(1-ethyl-1H-imidazol-5-yl)methyl]-1H-1,3-benzodiazole-6-carboxylic acid